ClC=1C=C(C=CC1)C=1NC=2N=C3N(C(C2N1)=O)CCCC3 (3-chlorophenyl)-5,6,7,8-tetrahydropyrido[1,2-a]purin-10(3H)-one